O1C(=CC=C1)CNC([O-])=O 2-Furanylmethylcarbamate